6-bromo-3-(2-methoxyethyl)-5-methylquinazolin-4(3H)-one BrC=1C(=C2C(N(C=NC2=CC1)CCOC)=O)C